dimethyl-dimethylsilylene(cyclopentadienyl)(3,6-dimethylfluoren-9-yl)hafnium CC([Si](=[Hf](C1C2=CC=C(C=C2C=2C=C(C=CC12)C)C)C1C=CC=C1)C)C